ClCC(=O)OCCCCCCCCCCCCCCCCCCCCCCCCCCCC montanyl chloroacetate